1-(6-Fluoro-4-phenyl-3,4-dihydroquinoxaline-1(2H)-yl)-2-(4-methylpiperazin-1-yl)propan-1-one FC=1C=C2N(CCN(C2=CC1)C(C(C)N1CCN(CC1)C)=O)C1=CC=CC=C1